NC1=NC(=C(C(=N1)C=1OC=CC1)C(=O)OCC)S(=O)(=O)C ethyl 2-amino-4-(furan-2-yl)-6-(methylsulfonyl)pyrimidine-5-carboxylate